hydroxyisonicotinimidoyl chloride OC1=C(C(=N)Cl)C=CN=C1